N-acryl-alaninamide C(=O)(C=C)NC([C@@H](N)C)=O